C1(=CC=CC=C1)C1C(C[NH-])=CC=CC1(C1=CC(=C(C=C1)OC#N)C)C1=CC(=C(C=C1)OC#N)C 2-phenyl-3,3-bis(4-cyanato-3-methylphenyl)benzylamide